tri-p-tolylphosphane C1(=CC=C(C=C1)P(C1=CC=C(C=C1)C)C1=CC=C(C=C1)C)C